N-indolyl-allene N1(C=CC2=CC=CC=C12)C=C=C